ClC1=CC(=C(C=N1)C=1C=NC(=CC1)N1CCCC1)N1C[C@H](CCC1)NC(OC(C)(C)C)=O tert-butyl (S)-(1-(6-chloro-6'-(pyrrolidin-1-yl)-[3,3'-bipyridin]-4-yl)piperidin-3-yl)carbamate